FC=1C=C(C=CC1N1CCNCC1)N1CCC(CC1)=O 1-(3-fluoro-4-(piperazin-1-yl)phenyl)piperidin-4-one